COC=1C=CC=2C3=C(N(C2C1)C)C(N(N=C3)CC=3OC(=NN3)C)=O 7-Methoxy-5-methyl-3-((5-methyl-1,3,4-oxadiazol-2-yl)methyl)-3,5-dihydro-4H-pyridazino[4,5-b]indol-4-one